FC(C1=NC=CC=C1OCC1CN(CCC1)C(=O)OC(C)(C)C)(F)F tert-butyl 3-(((2-(trifluoromethyl)pyridin-3-yl)oxy)methyl)piperidine-1-carboxylate